COC=1C=C(C=CC1OC)C1=C(C=2N=C(N=CC2N1)C1CCN(CC1)C(=O)OCCCC)C butyl 4-(6-(3,4-dimethoxyphenyl)-7-methyl-5H-pyrrolo[3,2-d]pyrimidin-2-yl)piperidine-1-carboxylate